O1C(CCCC1)N1N=CC=C1CC(=O)O 2-(1-(tetrahydro-2H-pyran-2-yl)-1H-pyrazol-5-yl)acetic acid